BrCC=1C=C2C=C(N=CC2=CC1CBr)Cl 6,7-bis(bromomethyl)-3-chloro-isoquinoline